8-cyclopropyl-N-((6-methyl-5-(pyrazolo[1,5-a]pyridin-5-yl)-2,3-dihydro-1H-inden-4-yl)carbamoyl)-5,6-dihydro-8H-imidazo[2,1-c][1,4]oxazine-2-sulfonamide C1(CC1)C1OCCN2C1=NC(=C2)S(=O)(=O)NC(NC2=C1CCCC1=CC(=C2C2=CC=1N(C=C2)N=CC1)C)=O